NC1=C(C2=C(C(N1C1=C(C(=CC=C1C)O)C)=O)C(=C(S2)C)C)C(=O)N (S)-6-amino-5-(3-hydroxy-2,6-dimethylphenyl)-2,3-dimethyl-4-oxo-4,5-dihydrothieno[3,2-c]pyridine-7-carboxamide